[C@H](C)(CC)N1C=NC2=C1C(=NC(=C2)C2=CC=C1C(=C2)N(C(C12CCN(CC2)C2COC2)=O)C2CC(C2)N2CCCCC2)Cl 6-(3-((S)-sec-butyl)-4-chloro-3H-imidazo[4,5-c]pyridin-6-yl)-1'-(oxetan-3-yl)-1-((1S,3R)-3-(piperidin-1-yl)cyclobutyl)spiro[indolin-3,4'-piperidin]-2-one